1-allyl-2,3,5-tri-O-benzoyl-alpha-D-ribofuranose C(C=C)[C@@]1(O)[C@H](OC(C2=CC=CC=C2)=O)[C@H](OC(C2=CC=CC=C2)=O)[C@H](O1)COC(C1=CC=CC=C1)=O